NC1=CC=C(C=C1)N1C=NC=C1 1-(4-aminophenyl)imidazole